Methyl 3-(3-(4-((pyrimidin-5-yl-oxy)methyl)phenoxy)azetidin-1-yl)-2-(1H-pyrrol-1-yl)benzoate N1=CN=CC(=C1)OCC1=CC=C(OC2CN(C2)C=2C(=C(C(=O)OC)C=CC2)N2C=CC=C2)C=C1